C1(CC1)C1=NC=NC(=C1C1=NC(=C2NC=NC2=N1)NCC1=CC=C(C=C1)C1=CC(=NN1CC(C)C)C(F)(F)F)OC 2-(4-cyclopropyl-6-methoxypyrimidin-5-yl)-N-(4-(1-isobutyl-3-(trifluoromethyl)-1H-pyrazol-5-yl)benzyl)-7H-purin-6-amine